N-(4-(methylsulfonyl)phenyl)-5-(4-vinyl-1H-indazol-5-yl)-2,6-naphthyridin-3-amine CS(=O)(=O)C1=CC=C(C=C1)NC=1N=CC2=CC=NC(=C2C1)C=1C(=C2C=NNC2=CC1)C=C